C(=C)[C@@H]1[C@@H]2CC[C@H](CN1)N2C(=O)OC(C)(C)C Tert-Butyl (1S,2R,5R)-2-vinyl-3,8-diazabicyclo[3.2.1]octane-8-carboxylate